CC1(C(C(=C[C@@]2(CCN(C2)C(=O)C=2N=C(SC2)C)C1)C#N)=O)C (5S)-9,9-dimethyl-2-(2-methyl-1,3-thiazole-4-carbonyl)-8-oxo-2-azaspiro[4.5]dec-6-ene-7-carbonitrile